C(=C)[Si](C)(C)C vinyltrimethylsilane